ClC1=CC=C(C=C1)C=1C=C(C(N(N1)C1=CC(=CC(=C1)F)F)=O)C(=O)NCC(C(C)C)O 6-(4-chlorophenyl)-2-(3,5-difluorophenyl)-N-(2-hydroxy-3-methylbutyl)-3-oxo-2,3-dihydropyridazine-4-carboxamide